COC=1C=C(\C=N\C2=CC=C(C(=O)O)C=C2)C=CC1OC(\C=C\C1=CC(=CC=C1)OC)=O 4-((E)-((E)-3-methoxy-4-((E)-3-(3-methoxyphenyl)acryloyloxy)benzylidene)amino)benzoic acid